N-(methoxymethyl)amine methacrylate C(C(=C)C)(=O)O.COCN